monopentyl phthalate C(C=1C(C(=O)[O-])=CC=CC1)(=O)OCCCCC